N=1N2C(=C(C1)NC1=NC=C(C(=N1)N1C=C(C3=CC(=CC=C13)NC(C=C)=O)C)F)CCC2 N-[1-[2-(5,6-dihydro-4H-pyrrolo[1,2-b]pyrazol-3-ylamino)-5-fluoro-pyrimidin-4-yl]-3-methyl-indol-5-yl]prop-2-enamide